C(C)OC(=O)C1=C(N=C(S1)NC1=NC(=CC(=N1)C1=CC=C(C=C1)C(NCCCN(C)C)=O)N1CCC(CC1)O)C 2-[4-[4-(3-dimethylamino-propylcarbamoyl)phenyl]-6-(4-hydroxypiperidin-1-yl)-pyrimidin-2-ylamino]-4-methyl-5-thiazolecarboxylic acid ethyl ester